(S)-N-(3-bromo-2,5-difluorobenzylidene)-2-methylpropan-2-sulfinamide BrC=1C(=C(C=N[S@@](=O)C(C)(C)C)C=C(C1)F)F